C(#N)C1=C(C=C(C=N1)N1C(N(C2(CCC2)C1=O)C1=CC(=C(C(=O)NC)C=C1)F)=S)C(F)(F)F 4-[7-[6-Cyano-5-(trifluoromethyl)-3-pyridinyl]-8-oxo-6-thioxo-5,7-diazaspiro[3.4]oct-5-yl]-2-fluoro-N-methylbenzamide